ClC1=C(C=C(C=C1)C=1C=C2C(=NC1)C(=NN2)F)C(F)F 6-[4-Chloro-3-(difluoromethyl)phenyl]-3-fluoro-pyrazolo[4,3-b]pyridin